C(C(C)C)OC(=O)N(C(OC(C)(C)C)=O)CC=1C=NC(=NC1)Cl tert-butyl N-i-butoxycarbonyl-N-((2-chloropyrimidin-5-yl)methyl)carbamate